tert-butyl ((1S,4r)-4-((((1R,3R,5S)-3-(5-((1S,2R)-2-fluorocyclopropyl)isoxazole-3-carboxamido)-8-azabicyclo[3.2.1]octan-8-yl)sulfonyl)methyl)cyclohexyl)carbamate F[C@H]1[C@@H](C1)C1=CC(=NO1)C(=O)NC1C[C@H]2CC[C@@H](C1)N2S(=O)(=O)CC2CCC(CC2)NC(OC(C)(C)C)=O